ClC1=NN2C(N=C(C=C2)C(C)O)=C1F 1-(2-chloro-3-fluoropyrazolo[1,5-a]pyrimidin-5-yl)ethan-1-ol